(1S,2S)-2-(3-chlorophenyl)-N-(6-(((6-cyclopropyl-8-morpholinoimidazo[1,2-a]pyridin-2-yl)methyl)amino)pyrimidin-4-yl)cyclopropane-1-carboxamide ClC=1C=C(C=CC1)[C@@H]1[C@H](C1)C(=O)NC1=NC=NC(=C1)NCC=1N=C2N(C=C(C=C2N2CCOCC2)C2CC2)C1